1-[4-(8-[(5-chloro-6-fluoro-1H-indazol-4-yl)oxy]-2-{[(3R)-4-methylmorpholin-3-yl]methoxy}pyrido[3,4-d]pyrimidin-4-yl)piperazin-1-yl]prop-2-en-1-one ClC=1C(=C2C=NNC2=CC1F)OC1=NC=CC2=C1N=C(N=C2N2CCN(CC2)C(C=C)=O)OC[C@@H]2N(CCOC2)C